CC1(SC=CN1)C(=O)O 2-methylthiazole-carboxylic acid